The molecule is an oxonium betaine obtained by deprotonation of the 7-hydroxy group of delphinidin 3-O-beta-D-glucoside-5-O-beta-D-glucoside. It is the major microspecies at pH 7.3 (according to Marvin v 6.2.0.). It is a conjugate base of a delphinidin 3-O-beta-D-glucoside-5-O-beta-D-glucoside. C1=C(C=C(C(=C1O)O)O)C2=C(C=C3C(=CC(=O)C=C3O[C@H]4[C@@H]([C@H]([C@@H]([C@H](O4)CO)O)O)O)O2)O[C@H]5[C@@H]([C@H]([C@@H]([C@H](O5)CO)O)O)O